N-(8-(methylamino)-5-((4-((1-methylazetidin-3-yl)methoxy)phenyl)ethynyl)-2,7-naphthyridin-3-yl)cyclopropanecarboxamide CNC=1N=CC(=C2C=C(N=CC12)NC(=O)C1CC1)C#CC1=CC=C(C=C1)OCC1CN(C1)C